N1-(2-fluoro-6-(piperidin-1-yl)phenyl)-N4,N4-dimethyl-2-nitrobenzene-1,4-disulfonamide FC1=C(C(=CC=C1)N1CCCCC1)NS(=O)(=O)C1=C(C=C(C=C1)S(=O)(=O)N(C)C)[N+](=O)[O-]